(5ar,5bs,7as,10as,10br)-5a,7a-dimethyl-2-(prop-2-en-1-ylamino)-4,5,5a,5b,6,7,7a,9,10,10a,10b,11,12,12a-tetradecahydro-8h-cyclopenta[7,8]phenanthro[2,1-d]thiazol-8-one C[C@@]12CCC=3N=C(SC3C2CC[C@H]2[C@H]3[C@](CC[C@H]12)(C(CC3)=O)C)NCC=C